methyl (S)-3-(3-(tert-butyl)-5-(3,5-dimethyl-1H-pyrazol-1-yl)phenyl)-4-(2-((5,6,7,8-tetrahydro-1,8-naphthyridin-2-yl)methyl)-2,7-diazaspiro[3.5]nonan-7-yl)butanoate C(C)(C)(C)C=1C=C(C=C(C1)N1N=C(C=C1C)C)[C@H](CC(=O)OC)CN1CCC2(CN(C2)CC2=NC=3NCCCC3C=C2)CC1